Cytidine 3'-O-(2-cyanoethyl N,N-diisopropylphosphoroamidite) C(#N)CCP(O)(N(C(C)C)C(C)C)O[C@H]1[C@H]([C@@H](O[C@@H]1CO)N1C(=O)N=C(N)C=C1)O